2-[1-[2-chloro-4-[6-(cyclobutoxy)-2-pyridinyl]-6-fluoro-phenyl]-4-piperidinyl]acetic acid ClC1=C(C(=CC(=C1)C1=NC(=CC=C1)OC1CCC1)F)N1CCC(CC1)CC(=O)O